O(C)C1=C(C=C(C=C1)C(=O)N1CCC(CC1)COCCC1CCNCC1)N1C(NC(CC1)=O)=O 1-(2-methoxyl-5-(4-((2-(Piperidin-4-yl)ethoxy)methyl)piperidine-1-carbonyl)phenyl)dihydropyrimidine-2,4(1H,3H)-dione